BrC1=C(C(=CC(=C1)C(C(F)(F)F)(C(F)(F)F)F)C(F)(F)F)C1=C(C(=O)N)C=CC(=C1)F (2-bromo-4-(heptafluoro-prop-2-yl)-6-(trifluoromethyl)phenyl)-4-fluorobenzamide